FC=1C=C(C=CC1OC1=CC=NC2=CC(=C(C=C12)OC)OCCCN1CCOCC1)C1C(C1)(C(=O)NC1=CC=C(C=C1)F)C(=O)N [3-fluoro-4-[[6-methoxy-7-(3-morpholinopropoxy)-4-quinolyl]oxy]phenyl]-N1-(4-fluorophenyl)cyclopropane-1,1-dicarboxamide